2',4',6'-tris(prop-2-yl)biphenyl CC(C)C1=C(C(=CC(=C1)C(C)C)C(C)C)C1=CC=CC=C1